NC1=NC(=CC(=N1)C1CC(C1)C1=C(SC(=C1)Cl)S(=O)(=O)N)NC (3-(2-amino-6-(methylamino)pyrimidin-4-yl)cyclobutyl)-5-chlorothiophene-2-sulfonamide